(3R,4S)-3-cyclopropyl-1-[6-[1-(difluoromethyl)pyrazol-4-yl]pyrazolo[1,5-a]pyrazin-4-yl]-4-methyl-2-oxopyrrolidine-3-carbonitrile C1(CC1)[C@]1(C(N(C[C@H]1C)C=1C=2N(C=C(N1)C=1C=NN(C1)C(F)F)N=CC2)=O)C#N